CN1C(N[C@@H](C1)C(=O)OC(C)(C)C)=O tert-butyl (4S)-1-methyl-2-oxoimidazoline-4-carboxylate